rac-1-Phenylpropan-1-ol C1(=CC=CC=C1)[C@@H](CC)O |r|